NC1=CC(=C2[S@@+](CCCCCC[C@](C3=NN=C(C1=N2)O3)(O)C(F)(F)F)[O-])C(F)(F)F (6R,13R)-17-amino-13-oxido-6,15-bis(trifluoromethyl)-19-oxa-13-thionia-3,4,18-triazatricyclo[12.3.1.12,5]nonadeca-1(18),2,4,14,16-pentaen-6-ol